2-Azetidone N=1[CH-]C(C1)=O